Hydroxybenzotriazole C1=CC2=NNN=C2C(=C1)O